CC(C)CC(\C=C(/C=C)\C)=O (Z)-2,6-dimethyl-5,7-octadien-4-one